pyrenyl 3-hydroxycyclobutyl sulfide OC1CC(C1)SC1=CC=C2C=CC3=CC=CC4=CC=C1C2=C34